methyl ((1S,2S,5R)-1-hydroxy-2-isopropyl-5-methylcyclohexane-1-carbonyl)glycinate O[C@@]1([C@@H](CC[C@H](C1)C)C(C)C)C(=O)NCC(=O)OC